OC1=C(C2=CC=C(C=C2C=2C=CC=CC12)Br)C=1C2=CC=C(C=C2C=2C=CC=CC2C1O)Br 10,10'-dihydroxy-6,6'-dibromo-9,9'-biphenanthrene